C(C=C)(=O)OC1=C(C2=CC=CC=C2C=C1)F fluoronaphthalen-2-yl acrylate